C(C)C=1C=CC(=NC1)CNCC(C)C N-((5-ethylpyridin-2-yl)methyl)-2-methylpropan-1-amine